3,5-dimethyl-1,2-benzoquinone CC=1C(C(C=C(C1)C)=O)=O